(S)-3-fluoro-4-(3-(hydroxymethyl)-2,5-dioxo-4-(4-(trifluoromethyl)-benzyl)piperazin-1-yl)-benzonitrile FC=1C=C(C#N)C=CC1N1C([C@@H](N(C(C1)=O)CC1=CC=C(C=C1)C(F)(F)F)CO)=O